3-(1,5-dimethyl-2-oxo-3-(3,4,5-trimethoxybenzyl)indolin-3-yl)-1,1-dimethylurea CN1C(C(C2=CC(=CC=C12)C)(CC1=CC(=C(C(=C1)OC)OC)OC)NC(N(C)C)=O)=O